The molecule is the hydrochloride salt of butenafine. An inhibitor of squalene epoxidase, an enzyme responsible for the creation of sterols needed in fungal cell membranes, it is used for treatment of dermatological fungal infections. It has a role as an EC 1.14.13.132 (squalene monooxygenase) inhibitor and an antifungal drug. It is a hydrochloride and an ammonium salt. It contains a butenafine. CC(C)(C)C1=CC=C(C=C1)CN(C)CC2=CC=CC3=CC=CC=C32.Cl